BrC=1N=C(C(N(C1)C)=O)I 5-bromo-3-iodo-1-methylpyrazin-2-one